5-fluoro-1,3-dihydroinden-2-one FC=1C=C2CC(CC2=CC1)=O